ClC1=C(C(=C(C=C1)N1N=CC(=C1)C#N)C1=NC=NC(=C1)O)F 1-(4-chloro-3-fluoro-2-(6-hydroxypyrimidin-4-yl)phenyl)-1H-pyrazole-4-carbonitrile